6-(1-((4-chlorobenzyl)amino)-2-methylpropyl)-N-((R)-1-(4-(ethylsulfonyl)phenyl)-2-hydroxyethyl)-5-fluoronicotinamide ClC1=CC=C(CNC(C(C)C)C2=NC=C(C(=O)N[C@@H](CO)C3=CC=C(C=C3)S(=O)(=O)CC)C=C2F)C=C1